FC=1C=C(C=CC1)N1C=CC=2C1=NC=C(C2)C(=O)O 1-(3-fluorophenyl)-1H-pyrrolo[2,3-b]pyridine-5-carboxylic acid